BrC1=CC=C(C2=C1NC=N2)C(=O)N2C1C=3C(=NN(C3CC2)C2=CC=C(C=C2)C2CCC2)OCCN(C1)C(C=C)=O 1-(5-(7-bromo-1H-benzo[d]imidazole-4-carbonyl)-2-(4-cyclobutylphenyl)-2,3,4,5,5a,6,8,9-octahydro-7H-10-oxa-1,2,5,7-tetraazacycloocta[cd]inden-7-yl)prop-2-en-1-one